3-amino-N-(4-methoxycyclohexyl)-6-(3-methylimidazo[1,2-a]pyridin-6-yl)-5-(oxazol-2-yl)pyrazine-2-carboxamide NC=1C(=NC(=C(N1)C=1OC=CN1)C=1C=CC=2N(C1)C(=CN2)C)C(=O)NC2CCC(CC2)OC